CCC(=S)CC 2-ethyl thioketone